BrC1=C(C(=NN1)COC)C(=O)O 5-bromo-3-(methoxymethyl)-1H-pyrazole-4-carboxylic acid